NC1=NC=CC=C1C1=NC=2C(=NC(=CC2)C2=CC(=CC=C2)N2CCOCC2)N1C1=CC=C(C=C1)CNC(CC1=CC(=C(C=C1)C=O)O)=O N-({4-[2-(2-aminopyridin-3-yl)-5-[3-(morpholin-4-yl)phenyl]imidazo[4,5-b]pyridin-3-yl]phenyl}methyl)-2-(4-formyl-3-hydroxyphenyl)acetamide